3-phenyl-2-(3-phenylthioureido)propanamide C1(=CC=CC=C1)CC(C(=O)N)NC(=S)NC1=CC=CC=C1